CCN1CC2CC(O2)O1 2,2-(ethylenedioxy)diethylamine